1-(4-(6-chloro-2-(1-cyclopropyl-piperidin-4-ylamino)-8-fluoro-7-(5-methyl-1H-indazol-4-yl)quinazolin-4-yl)piperazin-1-yl)prop-2-en-1-one ClC=1C=C2C(=NC(=NC2=C(C1C1=C2C=NNC2=CC=C1C)F)NC1CCN(CC1)C1CC1)N1CCN(CC1)C(C=C)=O